tert-butyl (rac)-2-(4-isopropylphenyl)-2,3,4,5a,6,7,8,9-octahydro-5H-10-oxa-1,2,5,7-tetraazacycloocta[cd]indene-5-carboxylate C(C)(C)C1=CC=C(C=C1)N1N=C2C=3[C@@H](N(CCC13)C(=O)OC(C)(C)C)CNCCO2 |r|